3-Bromo-5-(1-methanesulfonyl-1-methyl-ethyl)pyridine BrC=1C=NC=C(C1)C(C)(C)S(=O)(=O)C